(Tert-Butoxycarbonyl)(8-(4,4-difluorocyclohexyl)imidazo[1,2-a]pyridin-6-yl)carbamic acid tert-butyl ester C(C)(C)(C)OC(N(C=1C=C(C=2N(C1)C=CN2)C2CCC(CC2)(F)F)C(=O)OC(C)(C)C)=O